CC1NCC2C(N3CC(OC=4N=C5C=CC=CC5=C(C34)N2C1)[C@H]1N(CCC1)C)=O 2-methyl-7-((S)-1-methylpyrrolidin-2-yl)-2,3,4,4a,6,7-hexahydro-8-oxa-3,5a,9,13c-Tetrazanaphtho[3,2,1-de]anthracene-5(1H)-one